NC1=C2N=CN(C2=NC(=N1)F)[C@H]1C[C@@H]([C@@](O1)(C#C)COP(=O)(OC1=CC=CC=C1)N[C@H](C(=O)OCCCCCCCCCCCCCCCCCCCCCC)CC1=CC(=CC(=C1)F)F)O docosyl (2S)-2-(((((2R,3S,5R)-5-(6-amino-2-fluoro-9H-purin-9-yl)-2-ethynyl-3-hydroxytetrahydrofuran-2-yl)methoxy)(phenoxy)phosphoryl)amino)-3-(3,5-difluorophenyl)propanoate